methyl 4-(4,4,5,5-tetramethyl-1,3,2-dioxaborolan-2-yl) benzoate B1(OC(C(O1)(C)C)(C)C)C2=CC=C(C=C2)C(=O)OC